4-methoxycinnamic acid propylester C(CC)OC(C=CC1=CC=C(C=C1)OC)=O